[Cl-].O=C(CC1CC2CCC(C1)[N+]21CCCC1)C(OC(=O)OCCC)(C1=CC=CC=C1)C1=CC=CC=C1 3-(2-oxo-3,3-diphenyl-3-((propoxycarbonyl)oxy)propyl)spiro[bicyclo[3.2.1]octane-8,1'-pyrrolidin]-8-ium chloride